3-chloro-2,4,5,6-tetrafluoro-N-((4-(trifluoromethyl)pyridin-3-yl)methyl)benzenesulfonamide ClC=1C(=C(C(=C(C1F)F)F)S(=O)(=O)NCC=1C=NC=CC1C(F)(F)F)F